BrC1=C2C(=NC(=NC2=C2C(=C1)N(N=C2)C(F)(F)F)C)OCC2=CC=C(C=C2)OC bromo-4-[(4-methoxyphenyl)methoxy]-2-methyl-7-(trifluoromethyl)-7H-pyrazolo[3,4-H]quinazoline